(S)-1-benzyl-N-(5-methyl-4-oxo-7-(4-(quinolin-7-yloxy)but-1-yn-1-yl)-2,3,4,5-tetrahydrobenzo[b][1,4]oxazepin-3-yl)-1H-1,2,4-triazole-3-carboxamide C(C1=CC=CC=C1)N1N=C(N=C1)C(=O)N[C@@H]1C(N(C2=C(OC1)C=CC(=C2)C#CCCOC2=CC=C1C=CC=NC1=C2)C)=O